5-(2,4,6-Trifluoro-phenyl)-isoxazole-3-carboxylic acid [(3R*,4R*)-3-(azetidine-1-carbonyl)-1-cyclopentyl-piperidin-4-yl]-amide N1(CCC1)C(=O)[C@@H]1CN(CC[C@H]1NC(=O)C1=NOC(=C1)C1=C(C=C(C=C1F)F)F)C1CCCC1 |o1:6,11|